C(C1=C(C(=CC(=C1)CCCCCCCCC)C(C1=CC=CC=C1)(C)C)O)C1=C(C(=CC(=C1)CCCCCCCCC)C(C1=CC=CC=C1)(C)C)O 2,2'-methylenebis[6-(alpha,alpha-dimethylbenzyl)-4-nonylphenol]